OCC1=C(C=C(C=C1)[N+](=O)[O-])CCS(=O)(=O)O[Na] 2-[2-(hydroxymethyl)-5-nitro-phenyl]ethylsulfonyloxysodium